BrC=1C=C(C=CC1)C(CCN1N(C(CC1)=O)CCC1=CC(=C(C(=O)OC)C(=C1)F)F)O methyl 4-(2-(2-(3-(3-bromophenyl)-3-hydroxypropyl)-5-oxopyrazolidin-1-yl)ethyl)-2,6-difluorobenzoate